ClC1=C(C=C(C=C1)Cl)CS(=O)(=O)NC1=C(N=CS1)C(=O)O 5-{[(2,5-dichlorophenyl)methyl]sulfonylamino}-1,3-thiazole-4-carboxylic acid